O=C(CC(=O)C1=CC=C(C[C@H](N)C(=O)O)C=C1)C p-(3-oxobutanoyl)-L-phenylalanine